C(C)(C)(C)OC(=O)N1C=C(C=2C1=NC=C(C2)C=2C=C1CCN(CC1=C(C2)[C@H]2N(CCOC2)C(=O)[O-])C(C2=CC(=NC(=C2)C)C)=O)C (R)-3-(6-(1-(tert-butoxycarbonyl)-3-methyl-1H-pyrrolo[2,3-b]pyridin-5-yl)-2-(2,6-Dimethylisonicotinoyl)-1,2,3,4-tetrahydroisoquinolin-8-yl)morpholine-4-carboxylate